t-2-(3-methylindol-1-yl)butanoic acid CC1=CN(C2=CC=CC=C12)C(C(=O)O)CC